N-cis-feruloyltyramine COC1=C(C=CC(=C1)/C=C\C(=O)NCCC2=CC=C(C=C2)O)O